(R)-1-(7-(8-Ethyl-7-fluoro-3-hydroxynaphthalen-1-yl)-8-fluoro-2-((tetrahydro-1H-pyrrolizin-7a(5H)-yl)methoxy)pyrido[4,3-d]pyrimidin-4-yl)-3-methylpiperidin-3-ol C(C)C=1C(=CC=C2C=C(C=C(C12)C1=C(C=2N=C(N=C(C2C=N1)N1C[C@@](CCC1)(O)C)OCC12CCCN2CCC1)F)O)F